C(#N)C1=NC2=CC(=CC(=C2N=C1N1CC(OCC1)CF)[C@@H](C)NC1=C(C(=O)O)C=CC=C1)C 2-(((1R)-1-(2-cyano-3-(2-(fluoro-methyl)morpholino)-7-methylquinoxalin-5-yl)ethyl)amino)benzoic acid